lithium-silicon carbon [C].[Si].[Li]